C(C)C(C(=O)O)=CC1=CC(=C(C=C1)[N+](=O)[O-])OC.COC=1C=C(C=CC1[N+](=O)[O-])C=CC(=O)OCC ethyl 3-(3-methoxy-4-nitrophenyl)-2-propenoate (Ethyl 3-(3-methoxy-4-nitrophenyl)-2-propenoate)